C(C)(C)OC=1N(C=C(N1)C=1C=NC=CC1)COCC[Si](C)(C)C 3-(2-isopropoxy-1-((2-(trimethylsilyl)ethoxy)methyl)-1H-imidazol-4-yl)pyridine